C(CCC)P(OC1=C(C=CC=C1)C1CCCCC1)([O-])=O cyclohexylphenyl n-butylphosphonate